ClC1=CC=C(C=C1)[C@H](C(=O)N1CCC2=C(C=C(C=C12)OC(F)(F)F)C)NC1=CC(=CC(=C1)OC)OCCO |r| racemic-2-(4-chlorophenyl)-2-((3-(2-hydroxyethoxy)-5-methoxyphenyl)amino)-1-(4-methyl-6-(trifluoromethoxy)indolin-1-yl)ethanone